methyl 2-(7-nitro-2-phenyl-1H-indol-5-yl)acetate [N+](=O)([O-])C=1C=C(C=C2C=C(NC12)C1=CC=CC=C1)CC(=O)OC